2-chloro-5-((1R,3R)-2,2-dichloro-3-(4-fluoro-3-(trifluoromethyl)phenyl)cyclopropane-1-carboxamido)-N-(2,4-difluoro-3-(2-(pyridin-4-ylthio)acetamido)phenyl)benzamide ClC1=C(C(=O)NC2=C(C(=C(C=C2)F)NC(CSC2=CC=NC=C2)=O)F)C=C(C=C1)NC(=O)[C@@H]1C([C@H]1C1=CC(=C(C=C1)F)C(F)(F)F)(Cl)Cl